6-amino-6'-cyano-N-{(1S,2S)-2-[(4-{(1S)-1-[4-(2-hydroxyethyl)piperazin-1-yl]-2,3-dihydro-1H-inden-5-yl}phenyl)methoxy]cyclopentyl}[3,3'-bipyridine]-5-carboxamide NC1=C(C=C(C=N1)C=1C=NC(=CC1)C#N)C(=O)N[C@@H]1[C@H](CCC1)OCC1=CC=C(C=C1)C=1C=C2CC[C@@H](C2=CC1)N1CCN(CC1)CCO